1-methyl-4-[4-(5-methyl-1,3-benzoxazol-2-yl)piperidin-1-yl]-2-oxo-6-[1-(trifluoromethyl)cyclopropyl]-1,2-dihydroquinoline-3-carbonitrile CN1C(C(=C(C2=CC(=CC=C12)C1(CC1)C(F)(F)F)N1CCC(CC1)C=1OC2=C(N1)C=C(C=C2)C)C#N)=O